C1(CCCCC1)NC(=C(C=O)C(C)C)C1=CC=CC=C1 3-(CYCLOHEXYLAMINO)-2-ISOPROPYL-3-PHENYLACRYLALDEHYDE